BrC=1SC(=C(N1)C=1C(=C(C=CC1)NC(C)=O)F)C1=NC(=NC=C1)NC1CC2(CS(C2)(=O)=O)C1 N-(3-(2-bromo-5-(2-((2,2-dioxo-2-thiaspiro[3.3]hept-6-yl)amino)-pyrimidin-4-yl)thiazol-4-yl)-2-fluorophenyl)acetamide